(E)-4-(2-([1,1'-biphenyl]-4-ylsulfinyl)-2-phenylvinyl)sulfonyl-1,1'-biphenyl C1(=CC=C(C=C1)S(=O)/C(=C/S(=O)(=O)C1=CC=C(C=C1)C1=CC=CC=C1)/C1=CC=CC=C1)C1=CC=CC=C1